1-allylcyclohexane-1-carbonitrile C(C=C)C1(CCCCC1)C#N